C1(=CC=CC=C1)C=CC=CC(=O)[O-] 5-phenyl-2,4-pentadienoate